ClC=1N=C(NC1[C@H]1[C@H](CN(CC1)S(=O)(=O)CCC(=O)N1CCCC1)C)C1=NC=C(C=C1)F 3-[[(3R,4R)-4-[4-Chloro-2-(5-fluoro-2-pyridyl)-1H-imidazol-5-yl]-3-methyl-1-piperidyl]sulfonyl]-1-pyrrolidin-1-yl-propan-1-one